2-((E)-((E)-3-methoxy-4-((E)-3-(3-methoxyphenyl)acryloyloxy)benzylidene)amino)-3-methylpentanoic acid COC=1C=C(\C=N\C(C(=O)O)C(CC)C)C=CC1OC(\C=C\C1=CC(=CC=C1)OC)=O